ClC1=C(NC)C=CC=C1 2-chloro-N-methylaniline